COC[C@H]1CCC2=CC=3CCCC3C(=C12)NC(=O)N=[S@](=O)(N)C=1C=NN2C1OC[C@H](C2)C (R,6S)-N'-(((S)-3-(methoxymethyl)-1,2,3,5,6,7-hexahydro-s-indacen-4-yl)carbamoyl)-6-methyl-6,7-dihydro-5H-pyrazolo[5,1-b][1,3]oxazine-3-sulfonimidamide